C(C)(C)(C)OC(N(CC#C)CCN(C)C)=O N-[2-(dimethylamino)ethyl]-N-prop-2-ynyl-carbamic acid tert-butyl ester